[Cl-].FC=1C=C(C=C(C1)F)PC1=CC(=CC(=C1)F)F bis(3,5-difluorophenyl)phosphine chloride